(S)-N-(4-cyano-3-(trifluoromethyl)phenyl)-3-(5-fluoro-3-methyl-1H-indol-1-yl)-2-hydroxy-2-methylpropanamide C(#N)C1=C(C=C(C=C1)NC([C@@](CN1C=C(C2=CC(=CC=C12)F)C)(C)O)=O)C(F)(F)F